1,3-pentanediol dicinnamate C(C=CC1=CC=CC=C1)(=O)OCCC(CC)OC(C=CC1=CC=CC=C1)=O